C(C)(C)(C)OC(=O)N1CC(CC1)(C)N(C)Cl.N[C@@H]([C@@H](C1=CC=CC=C1)NS(=O)(=O)C1=C(C(=C(C(=C1F)F)F)F)F)C1=CC=CC=C1 N-((1R,2R)-2-amino-1,2-diphenyl-ethyl)-2,3,4,5,6-pentafluorobenzenesulfonamide tert-butyl-3-(chloro(methyl)amino)-3-methylpyrrolidine-1-carboxylate